4-(2-((1,4-dioxo-5-sulfamoyl-1,4-dihydronaphthalen-2-yl)amino)phenyl)piperazine-1-carboxylic acid tert-butyl ester C(C)(C)(C)OC(=O)N1CCN(CC1)C1=C(C=CC=C1)NC=1C(C2=CC=CC(=C2C(C1)=O)S(N)(=O)=O)=O